ClC=1OC=C(N1)COC1=CC=C(C=C1)C(C)(C)C1=CC(=C(C(=C1)Cl)OCCCl)Cl 2-chloro-4-[[4-[1-[3,5-dichloro-4-(2-chloroethoxy)phenyl]-1-methyl-ethyl]phenoxy]methyl]oxazole